N1(CCCCC1)[C@H](CN)CC=1C=C2C=NN(C2=CC1)S(=O)(=O)C1=CC=C(C)C=C1 (S)-2-(piperidin-1-yl)-3-(1-tosyl-1H-indazol-5-yl)propan-1-amine